6-benzyloxy-9-bromo-2-methyl-[1,2,4]triazolo[5,1-a]isoquinoline-5-carboxylic acid C(C1=CC=CC=C1)OC1=C(N2C(C3=CC(=CC=C13)Br)=NC(=N2)C)C(=O)O